(S)-6-(4-chlorophenyl)-3-(1-hydroxy-propan-2-yl)-8-(isothiazol-4-yl)pyrido[3,4-d]pyrimidin-4(3H)-one ClC1=CC=C(C=C1)C1=CC2=C(N=CN(C2=O)[C@H](CO)C)C(=N1)C=1C=NSC1